ClC=1C=C(C=CC1)N[C@@H](C(=O)N1[C@H]2CC([C@@H]([C@H]1C(=O)N[C@H](C[C@H]1C(NCCC1)=O)C#N)CC2)(F)F)CC2CC2 (1R,3S,4R)-2-((R)-2-((3-chlorophenyl)amino)-3-cyclopropylpropanoyl)-N-((R)-1-cyano-2-((S)-2-oxopiperidin-3-yl)ethyl)-5,5-difluoro-2-azabicyclo[2.2.2]octane-3-carboxamide